2-(Benzoyloxy)-N,N-dimethyl-N-(2-(palmitoyloxy)ethyl)ethane-1-aminium bromide [Br-].C(C1=CC=CC=C1)(=O)OCC[N+](CCOC(CCCCCCCCCCCCCCC)=O)(C)C